(R)-butane-1,3-diyl (2S,2'S)-bis(2-hydroxypropanoate) O[C@H](C(=O)OCC[C@@H](C)OC(C(C)O)=O)C